(±)-(trans)-N-(8-amino-6-(5-amino-4-methylpyridin-3-yl)-2,7-naphthyridin-3-yl)-2-cyanocyclopropanecarboxamide NC=1N=C(C=C2C=C(N=CC12)NC(=O)[C@H]1[C@@H](C1)C#N)C=1C=NC=C(C1C)N |r|